(triphenyleneyl)(diphenylpyrimidineyl)biphenyl C1(=CC=CC=2C3=CC=CC=C3C3=CC=CC=C3C12)C=1C(=C(C=CC1)C1=CC=CC=C1)C1=NC(=CC(=N1)C1=CC=CC=C1)C1=CC=CC=C1